5-(3-methoxyazetidin-1-yl)thiophene-2-carbaldehyde COC1CN(C1)C1=CC=C(S1)C=O